N,N-di(dodecyl)acetamide tert-butyl-(1-((3-(4-((4-(2-(2,6-dioxopiperidin-3-yl)-1-oxoisoindolin-5-yl)-piperidin-1-yl)methyl)piperidin-1-yl)phenyl)sulfonyl)piperidin-4-yl)carbamate C(C)(C)(C)N(C(O)=O)C1CCN(CC1)S(=O)(=O)C1=CC(=CC=C1)N1CCC(CC1)CN1CCC(CC1)C=1C=C2CN(C(C2=CC1)=O)C1C(NC(CC1)=O)=O.C(CCCCCCCCCCC)N(C(C)=O)CCCCCCCCCCCC